5-{(3R)-1-[(2,2-difluorocyclopropyl)(1H-1,2,4-triazol-5-yl)methyl]-5',6'-dihydrospiro[pyrrolidine-3,4'-pyrrolo[1,2-b]pyrazol]-2'-yl}-3-(trifluoromethyl)pyridin-2-amine FC1(C(C1)C(N1C[C@]2(CCN3N=C(C=C32)C=3C=C(C(=NC3)N)C(F)(F)F)CC1)C1=NC=NN1)F